(R)-2-Ethynyl-N-(1-isopropylpiperidin-3-yl)-N-(3-methoxy-5-(trifluoromethyl)phenyl)thiazole-4-carboxamide C(#C)C=1SC=C(N1)C(=O)N(C1=CC(=CC(=C1)C(F)(F)F)OC)[C@H]1CN(CCC1)C(C)C